N(CC=1C=CC2=C(SC(=C2)C[C@H](C(=O)O)[C@@H]2CNCC2)C1)(CC=1C=CC2=C(SC(=C2)C[C@H](C(=O)O)[C@@H]2CNCC2)C1)CC=1C=CC2=C(SC(=C2)C[C@H](C(=O)O)[C@@H]2CNCC2)C1 (2S,2'S,2''S)-3,3',3''-((nitrilotris(methylene))tris(benzo[b]thiophene-6,2-diyl))tris(2-((R)-pyrrolidin-3-yl)propionic acid)